vinyl-(2-naphthyl)methanol C(=C)C(O)C1=CC2=CC=CC=C2C=C1